[(2R-3S,11bR)-9,10-dimethoxy-3-(2-methylpropyl)-1H,2H,3H,4H,6H,7H,11bH-pyrido[2,1-a]isoquinolin-2-yl]methyl 4-nitrophenyl carbonate C(OC[C@@H]1C[C@H]2N(CCC3=CC(=C(C=C23)OC)OC)C[C@H]1CC(C)C)(OC1=CC=C(C=C1)[N+](=O)[O-])=O